C(C)(=O)OC1CCC2C3CCC4CC(C(CC4(C3CCC12C)C)Br)=O 2-bromo-10,13-dimethyl-3-oxohexadecahydro-1H-cyclopenta[a]phenanthren-17-yl acetate